5',6'-dihydro-7'H-spiro[piperidine-3,8'-pyrido[4,3-d]pyrimidin]-7'-one N1=CN=CC2=C1C1(C(NC2)=O)CNCCC1